[Si](C)(C)(C(C)(C)C)OCC(=C)C=1C=NC=C(C1)C1=CC(=C(C=C1)OC(F)F)OCCC 3-(3-((Tert-butyl-dimethylsilyl)oxy)prop-1-en-2-yl)-5-(4-(difluoromethoxy)-3-propoxyphenyl)pyridine